tert-butyl (S)-3-((4-((R)-1-(3-chloro-2-fluorophenyl)ethoxy)pyrido[3,2-d]pyrimidin-6-yl)oxy)pyrrolidine-1-carboxylate ClC=1C(=C(C=CC1)[C@@H](C)OC=1C2=C(N=CN1)C=CC(=N2)O[C@@H]2CN(CC2)C(=O)OC(C)(C)C)F